FC1=C(CNC2=NC=3N(C=C2)N=CC3I)C=CC=C1 N-(2-fluorobenzyl)-3-iodopyrazolo[1,5-a]pyrimidin-5-amine